5-{[(tert-butoxy)carbonyl]Amino}-1-ethylpiperidine-2-carboxylic acid C(C)(C)(C)OC(=O)NC1CCC(N(C1)CC)C(=O)O